OC1CCCN(C1)C(=O)[O-] 5-hydroxy-piperidine-1-carboxylate